ethyldiethoxysilane C(C)[SiH](OCC)OCC